3-(6-chloro-5-(2-methylmorpholino)pyridazin-3-yl)-8-oxa-3-azabicyclo[3.2.1]octane ClC1=C(C=C(N=N1)N1CC2CCC(C1)O2)N2CC(OCC2)C